P(=O)(O)(O)O[C@H]1[C@H]([C@@H](O[C@@H]1CO)N1C=NC=2C(=O)NC(N)=NC12)OC.BrC=1C=C(C=CC1)C1(CC(C1)(OC)OC)CO (1-(3-bromophenyl)-3,3-dimethoxycyclobutyl)methanol 2'-O-methylguanosine-3'-phosphate